ClC=1C=C(C=CC1C(C)C)[C@@H](NC(=O)[C@H]1N(C[C@@H](C1)F)C(CC1=CN=NN1)=O)C1=CC=CC=C1 (2S,4R)-N-[(S)-[3-chloro-4-(propan-2-yl)phenyl](phenyl)methyl]-4-fluoro-1-[2-(1H-1,2,3-triazol-5-yl)acetyl]pyrrolidine-2-carboxamide